2-fluoro-6-{[2-(trifluoromethoxy)benzyl]amino}-(oxepan-2-yl)-9H-purine FC1=NC(=C2N=CN(C2=N1)C1OCCCCC1)NCC1=C(C=CC=C1)OC(F)(F)F